(2R,3S,4S,5R)-N-[6-[[tert-butyl(dimethyl)silyl]oxymethyl]-3-pyridyl]-3-[3,4-difluoro-2-[(2S)-2-methoxypropoxy]phenyl]-4,5-dimethyl-5-(trifluoromethyl)tetrahydrofuran-2-carboxamide [Si](C)(C)(C(C)(C)C)OCC1=CC=C(C=N1)NC(=O)[C@@H]1O[C@]([C@H]([C@H]1C1=C(C(=C(C=C1)F)F)OC[C@H](C)OC)C)(C(F)(F)F)C